CC=1C=C(C=CC1OC=1C=NC(=CC1)C)NC=1C2=C(N=CN1)C=CC(=N2)N2CCNCC2 N-(3-methyl-4-((6-methylpyridin-3-yl)oxy)phenyl)-6-(piperazin-1-yl)pyrido[3,2-d]pyrimidin-4-amine